ClC=1C=C(C=CC1)C=1N=CN(C1C=1C=CC2=C(N(C=N2)C)C1)C 6-(4-(3-Chlorophenyl)-1-methyl-1H-imidazol-5-yl)-1-methyl-1H-benzo[d]imidazole